FC(C=1C2=CN(N=C2C(=C(C1)C1=CC=C(C=C1)N1CCOCC1)C)C(C(=O)NC=1SC=CN1)C1=C2N(C=N1)C1(CC1)CC2)F 2-[4-(Difluoromethyl)-7-methyl-6-(4-morpholinophenyl)indazol-2-yl]-2-spiro[6,7-dihydropyrrolo[1,2-c]imidazole-5,1'-cyclopropane]-1-yl-N-thiazol-2-yl-acetamide